benzyl-tert-butyl-(2R,3R,4R,5R,6S)-6-(allyloxy)-2-(hydroxymethyl)-5-((6-(trifluoromethyl)pyrazin-2-yl)amino)tetrahydro-2H-pyran-3,4-diol C(C1=CC=CC=C1)[C@@]1([C@](O[C@@H]([C@@H]([C@H]1O)NC1=NC(=CN=C1)C(F)(F)F)OCC=C)(CO)C(C)(C)C)O